FC=1C=C(C=CC1C1=NN2C(N=C(C=C2C2=CC=CC=C2)C(=O)N2[C@@H](C3=CC=CC=C3CC2)C)=C1)N1C[C@H](CC1)C(=O)N (3S)-1-(3-fluoro-4-{5-[(1R)-1-methyl-1,2,3,4-tetrahydroisoquinoline-2-carbonyl]-7-phenylpyrazolo[1,5-a]pyrimidin-2-yl}phenyl)pyrrolidine-3-carboxamide